C(CCC)[N+](CCCC)(CCCC)CCCC.P(=O)(OCCCC)([O-])[O-].C(CCC)[N+](CCCC)(CCCC)CCCC butyl phosphate tetrabutylammonium salt